C1(=CC=CC=2C3=CC=CC=C3CC12)COC(=O)NCCOCC(=O)O 2-[2-(fluorenylmethoxycarbonyl-amino)ethoxy]acetic acid